Benzyl [(3R,6S)-6-(1,3,4-oxadiazol-2-yl)tetrahydro-2H-pyran-3-yl]carbamate O1C(=NN=C1)[C@@H]1CC[C@H](CO1)NC(OCC1=CC=CC=C1)=O